OC1=C(C=C(OC2=CC3=C(N=C(S3)C#N)C=C2)C=C1OC)OC 6-(4-hydroxy-3,5-dimethoxyphenoxy)benzo[d]thiazole-2-carbonitrile